imidazole-5-sulfonate N1C=NC=C1S(=O)(=O)[O-]